methyl 3-(hydroxymethyl)-5-(methylsulfonyl)benzoate OCC=1C=C(C(=O)OC)C=C(C1)S(=O)(=O)C